2-({[5-(4-methoxyphenyl)-1,3,4-oxadiazol-2-yl]methyl}sulfanyl)pyrimidin-4-ol COC1=CC=C(C=C1)C1=NN=C(O1)CSC1=NC=CC(=N1)O